3-(2-chloro-4'-(1-(2-oxopyridin-1(2H)-yl)ethyl)-[1,1'-biphenyl]-3-yl)piperidine-2,6-dione ClC1=C(C=CC=C1C1C(NC(CC1)=O)=O)C1=CC=C(C=C1)C(C)N1C(C=CC=C1)=O